2-(3,5-dichloro-4-((1-oxo-2-(4-(trifluoromethyl)benzyl)-1,2,3,4-Tetrahydroisoquinolin-6-yl)oxy)phenyl)hydrazine ClC=1C=C(C=C(C1OC=1C=C2CCN(C(C2=CC1)=O)CC1=CC=C(C=C1)C(F)(F)F)Cl)NN